O=C1NC2=CC=CC=C2C(N1[C@H](C(=O)O)C)=O (2S)-2-(2,4-dioxo-1H-quinazolin-3-yl)propanoic acid